FC=1C(=NC=C(C1)F)CC(=O)O (3,5-Difluoropyridin-2-yl)acetic acid